N[C@H](C)C=1C=C2CCN(C2=CC1)C1CCCCC1 (R)-(5-(1-aminoethyl)-2,3-dihydro-1H-indol-1-yl)(cyclohexane)